CC1CCC2=NC=CN=C21 5-methyl-6,7-dihydrocyclopenta(b)pyrazine